O1COC2=C1C=CC=C2CNCC2=CC(=NC=C2)SC N-(1,3-benzodioxol-4-ylmethyl)-1-(2-methylsulfanyl-4-pyridyl)methanamin